5-(3-((5-cyano-4-(4-fluorophenyl)thiazol-2-yl)(methyl)amino)-2-ethylimidazo[1,2-a]pyridin-6-yl)-N-(piperidin-4-yl)pyrimidine-2-carboxamide C(#N)C1=C(N=C(S1)N(C1=C(N=C2N1C=C(C=C2)C=2C=NC(=NC2)C(=O)NC2CCNCC2)CC)C)C2=CC=C(C=C2)F